methyl (S)-3-(8-bromoquinolin-5-yl)-2-(2,6-difluoro-4-((R)-3-(trifluoro methyl)morpholino)benzamido)propanoate BrC=1C=CC(=C2C=CC=NC12)C[C@@H](C(=O)OC)NC(C1=C(C=C(C=C1F)N1[C@H](COCC1)C(F)(F)F)F)=O